N1(CCC1)C1CCN(CC1)C1=NC=2C(=C(C3=C(C2C=N1)COC3)C3=NC=C(C1=C3C(=C(S1)NC(OC(C)(C)C)=O)C#N)F)F tert-Butyl (4-(3-(4-(azetidin-1-yl)piperidin-1-yl)-5-fluoro-7,9-dihydrofuro[3,4-f]quinazolin-6-yl)-3-cyano-7-fluorothieno[3,2-c]pyridin-2-yl)carbamate